Methyl (1r,4r)-4-(((5-(3-bromo-2-fluorophenyl)-3-methoxypyrazin-2-yl)methyl)amino)cyclohexane-1-carboxylate BrC=1C(=C(C=CC1)C=1N=C(C(=NC1)CNC1CCC(CC1)C(=O)OC)OC)F